CCCCCC(C(CCCCCCC=CC=CC(=O)O)O)O 12,13-dihydroxyoctadecadienoic acid